BrC=1N(C=C(N1)[N+](=O)[O-])C 2-bromo-1-methyl-4-nitro-1H-imidazole